[3-[5-benzyloxy-1-(4-fluoro-3-methyl-phenyl)-2-isopropyl-indol-3-yl]cyclobutyl]-3H-1,3,4-oxadiazol-2-one C(C1=CC=CC=C1)OC=1C=C2C(=C(N(C2=CC1)C1=CC(=C(C=C1)F)C)C(C)C)C1CC(C1)N1C(OC=N1)=O